(RS)-N,N-bis(2-chloroethyl)-1,3,2-oxazaphospholidine-2-amine ClCCN([P@@]1OCCN1)CCCl |r|